3-butyl-2-cyclohexyl-3-hydroxy-2,3,4,5-tetrahydro-1H-isoindol-1-one C(CCC)C1(N(C(C=2C=CCCC12)=O)C1CCCCC1)O